COC1=CC=C(C=C1)CN(C1=CC(=CC(=N1)C1=C(C=C2C(=NC=NC2=C1F)N1CCN(CC1)C(=O)OC(C)(C)C)Cl)C)CC1=CC=C(C=C1)OC tert-butyl 4-[7-[6-[bis[(4-methoxyphenyl)methyl] amino]-4-methyl-2-pyridyl]-6-chloro-8-fluoro-quinazolin-4-yl]piperazine-1-carboxylate